1-[3-(1-hydroxyethyl)-6-[5-(6-methyl-7-oxo-5H-pyrrolo[3,4-b]pyridin-2-yl)benzimidazol-1-yl]-2-pyridyl]-5-methyl-pyrazole-3-carbonitrile OC(C)C=1C(=NC(=CC1)N1C=NC2=C1C=CC(=C2)C2=CC=C1C(=N2)C(N(C1)C)=O)N1N=C(C=C1C)C#N